ethyl (2E)-2-norbornan-2-ylideneacetate C12\C(\CC(CC1)C2)=C\C(=O)OCC